(S)-N-((4-carbamimidoylthiophen-2-yl)methyl)-1-((4-(2-phenylpropan-2-yl)benzoyl)glycyl)pyrrolidine-2-carboxamide C(N)(=N)C=1C=C(SC1)CNC(=O)[C@H]1N(CCC1)C(CNC(C1=CC=C(C=C1)C(C)(C)C1=CC=CC=C1)=O)=O